N=1C=NN2C=NC(=CC21)OC2=C(C=C(C=C2)NC2=NC=NC1=CC=C(C(=C21)N2[C@@H]1CCN([C@@H]1C2)C)OC)C N-(4-([1,2,4]triazolo[1,5-c]pyrimidin-7-yloxy)-3-methylphenyl)-6-methoxy-5-((1R,5R)-2-methyl-2,6-diazabicyclo[3.2.0]heptan-6-yl)quinazolin-4-amine